3-((10-Hydroxy-7-(5-azaspiro[2.5]octane-5-carbonyl)-7-azaspiro[4.5]decan-10-yl)methyl)-6-phenylpyrimidin-4(3H)-one OC1(CCN(CC12CCCC2)C(=O)N2CC1(CC1)CCC2)CN2C=NC(=CC2=O)C2=CC=CC=C2